6-(2-((3-(4-ethylpiperazin-1-yl)-4-fluorophenyl)amino)5-fluoropyrimidin-4-yl)-4,4-dimethyl-3,4-dihydroisoquinolin-1(2H)-one C(C)N1CCN(CC1)C=1C=C(C=CC1F)NC1=NC=C(C(=N1)C=1C=C2C(CNC(C2=CC1)=O)(C)C)F